methyl ((1R,3R)-3-((3-bromo-5-formyl-1-((2-(trimethylsilyl) ethoxy)methyl)-1H-pyrrolo[2,3-b]pyridin-4-yl)amino)cyclopentyl)carbamate BrC1=CN(C2=NC=C(C(=C21)N[C@H]2C[C@@H](CC2)NC(OC)=O)C=O)COCC[Si](C)(C)C